CN1C([C@H](COC2=C1C=CC=C2)NC(=O)C2=NN1C(CN(CCC1)C(=O)OC(C)(C)C)=C2)=O tert-butyl 2-[[(3S)-5-methyl-4-oxo-2,3-dihydro-1,5-benzoxazepin-3-yl]carbamoyl]-4,6,7,8-tetrahydropyrazolo[1,5-a][1,4]diazepine-5-carboxylate